BrC=1C=CC=2N(C3=CC=C(C=C3SC2C1)Br)CCCCCC 3,7-dibromo-10-hexylphenothiazine